1-(2-(2-(1H-Tetrazol-5-yl)phenyl)-2,8-diazaspiro[4.5]decan-8-yl)pentan-1-one N1N=NN=C1C1=C(C=CC=C1)N1CC2(CC1)CCN(CC2)C(CCCC)=O